(R)-2-(9-(4-fluorophenyl)-6-oxaspiro[4.5]decan-9-yl)-N-(2-(pyridin-4-yl)benzyl)ethanamine disulfate S(=O)(=O)(O)OS(=O)(=O)O.FC1=CC=C(C=C1)[C@@]1(CCOC2(CCCC2)C1)CCNCC1=C(C=CC=C1)C1=CC=NC=C1